FC(C=1C(=C(C=CC1)[C@@H](C)NC1=NN(C(C=2C1=CN(C(C2)=O)[C@H]2[C@@H](C2)C(F)(F)F)=O)C)F)F 4-(((R)-1-(3-(difluoromethyl)-2-fluorophenyl)ethyl)amino)-2-methyl-6-((1R,2R)-2-(trifluoromethyl)cyclopropyl)-2,6-dihydropyrido[3,4-d]pyridazine-1,7-dione